3-chloro-6-[2-[2-[2-[2-[2-[2-(2-methoxyethoxy)ethoxy]ethoxy]ethoxy]ethoxy]ethoxy]ethoxy]pyridazine ClC=1N=NC(=CC1)OCCOCCOCCOCCOCCOCCOCCOC